CC1=CC=CC(=N1)C1=NNC=C1C=1N=C2C(=CC=NC2=CC1)C(=O)NCCCC[C@@H](C(=O)O)NC([C@@H](C)N)=O |r| rac-(2S)-6-[[6-[3-(6-methyl-2-pyridyl)-1H-pyrazol-4-yl]-1,5-naphthyridine-4-carbonyl]amino]-2-[[rac-(2R)-2-aminopropanoyl]amino]hexanoic acid